2-(3-carboxy-2,5-dihydroxybenzoylamino)isophthalic acid C(=O)(O)C=1C(=C(C(=O)NC2=C(C(=O)O)C=CC=C2C(=O)O)C=C(C1)O)O